C12COCC(CN(C1)CC1=C3C(=NC(=C1)C=1C=C4CN(C(C4=CC1)=O)C1C(NC(CC1)=O)=O)C(=NN3)N)C2 3-(5-(7-((3-oxa-7-azabicyclo[3.3.1]nonan-7-yl)methyl)-3-amino-1H-pyrazolo[4,3-b]pyridin-5-yl)-1-oxoisoindolin-2-yl)piperidine-2,6-dione